6-PROPYLPYRIDIN-3-YLBORONIC ACID C(CC)C1=CC=C(C=N1)B(O)O